ClC=1C(=NC(=NC1)N1C[C@@H](NCC1)C)N1CC(C1)C(=O)NC(C)(C)C1=CN=C2N1C=CC=C2 1-{5-chloro-2-[(3S)-3-methylpiperazin-1-yl]pyrimidin-4-yl}-N-(2-{imidazo[1,2-a]pyridin-3-yl}propan-2-yl)azetidine-3-carboxamide